2-hydroxy-3,5-bis(trifluoromethyl)benzaldehyde OC1=C(C=O)C=C(C=C1C(F)(F)F)C(F)(F)F